(1S,2S)-2-(((2-(4'-Fluoro-2'-(4-methyl-4H-1,2,4-triazol-3-yl)-[1,1'-biphenyl]-3-yl)-7-(trifluoromethyl)benzo[d]oxazol-5-yl)methyl)amino)cyclopentan-1-ol FC1=CC(=C(C=C1)C1=CC(=CC=C1)C=1OC2=C(N1)C=C(C=C2C(F)(F)F)CN[C@@H]2[C@H](CCC2)O)C2=NN=CN2C